N1(CCCCCC1)C=1C=C(C=CC1)NC(=O)NC1=CC=C(C=C1)Cl 1-[3-(azepan-1-yl)phenyl]3-(4-chlorophenyl)urea